N,N-diethylfurfuryl-amine nitrate [N+](=O)(O)[O-].C(C)N(CC)CC1=CC=CO1